C(#C)C1(CCC(C=2N(C1)N=C1C2CN(CC1)C(=O)OC(C)(C)C)(F)F)O tert-butyl 8-ethynyl-11,11-difluoro-8-hydroxy-3,4,8,9,10,11-hexahydro-1H-pyrido[4',3':3,4]pyrazolo[1,5-a]azepine-2(7H)-carboxylate